Methyl 3-(8-chloro-6,7-dimethoxy-3-oxo-1,3-dihydro-2H-benzo[4,5]thieno[2,3-c]pyrrol-2-yl)propanoate ClC1=C(C(=CC2=C1C1=C(C(N(C1)CCC(=O)OC)=O)S2)OC)OC